C1(=CC=CC=C1)C(CC1C(CCCC1)=O)C=1C=C(C=CC1)C 2-(2-phenyl-2-(m-tolyl)ethyl)cyclohexanone